(7R,8aS)-7-(2,3-dichloro-6-hydroxyphenyl)-2-[2-(morpholin-4-yl)ethyl]-hexahydropyrrolo[1,2-a]pyrazin-4-one ClC1=C(C(=CC=C1Cl)O)[C@H]1C[C@@H]2N(C(CN(C2)CCN2CCOCC2)=O)C1